[NH+]1(NC=CC1)[O-] 2,5-dihydropyrazol-1-oxide